CC1=NC=C(C(=C1O)CO)COP(=O)([O-])[O-] The molecule is dianion of pyridoxine 5'-phosphate. It has a role as a human metabolite and a Saccharomyces cerevisiae metabolite. It is a conjugate base of a pyridoxine 5'-phosphate.